C(C)(C)(C)C1=C(C(=C(CBr)C(=C1)C)C)O 4-tert-butyl-3-hydroxy-2,6-dimethylbenzyl bromide